1-(1-Oxo-1,2-dihydroisochinolin-5-yl)-5-(trifluoromethyl)-N-(5-(trifluoromethyl)pyridin-3-yl)-1H-pyrazol-4-carboxamid O=C1NC=CC2=C(C=CC=C12)N1N=CC(=C1C(F)(F)F)C(=O)NC=1C=NC=C(C1)C(F)(F)F